[4-(2-methoxyethoxy)benzyl]phosphonic acid COCCOC1=CC=C(CP(O)(O)=O)C=C1